C[N+](CCCCCCC[N+](CCC)(C)C)(CCC)C heptamethylenebis(dimethylpropylammonium)